NC=1C=CC(=C(OC=2C=CNC2)C1)F 4-(5-amino-2-fluorophenoxy)pyrrole